C(C)(C)(C)OC[C@@H]1N(C[C@@H](NC1=O)CC1=CC=C(C=C1)Cl)C(=O)OC(C)(C)C tert-butyl (2S,5S)-2-(tert-butoxymethyl)-5-(4-chlorobenzyl)-3-oxopiperazine-1-carboxylate